N-(8-(hydroxyamino)-8-oxooctyl)-4-(naphthalen-2-yl)tetrahydro-2H-pyran-4-carboxamide ONC(CCCCCCCNC(=O)C1(CCOCC1)C1=CC2=CC=CC=C2C=C1)=O